CC(=C)C=1NC=CN1 2-(1-methylvinyl)-1H-imidazole